tert-butyl (2R,5S)-4-[7-bromo-2-chloro-6-(trifluoromethyl)pyrido[3,2-d]pyrimidin-4-yl]-2,5-dimethyl-piperazine-1-carboxylate BrC1=CC=2N=C(N=C(C2N=C1C(F)(F)F)N1C[C@H](N(C[C@@H]1C)C(=O)OC(C)(C)C)C)Cl